C(C)NC(CC)C 3-Ethylaminobutan